ClC=1C=C(N)C=CC1CN1CCN(CC1)C 3-chloro-4-((4-methylpiperazin-1-yl)methyl)aniline